C(C)(C)(C)NC1=CC(=C2C(=N1)C=C(S2)C2=CC=NN2C2OCCCC2)NC2CCC(CC2)O (1r,4r)-4-(5-(tert-butylamino)-2-(1-(tetrahydro-2H-pyran-2-yl)-1H-pyrazol-5-yl)thieno[3,2-b]pyridin-7-ylamino)cyclohexanol